(3S*,3aR*,6S*,7R*,7aR*)-N-benzyl-1-(4-hydroxybenzyl)-7-isopentyl-4-oxooctahydro-6H-3,6-methanopyrrolo[3,2-c]pyridine-6-carboxamide C(C1=CC=CC=C1)NC(=O)[C@]12[C@@H]([C@@H]3[C@H](C(N1)=O)[C@@H](CN3CC3=CC=C(C=C3)O)C2)CCC(C)C |o1:10,11,12,13,17|